N-(4-{[6-(5-chloro-2-fluoro-phenyl)-3-(dimethylamino)-pyridazin-4-yl]amino}pyridin-2-yl)-2-(4-methyl-1,4-di-azepan-1-yl)acetamide ClC=1C=CC(=C(C1)C1=CC(=C(N=N1)N(C)C)NC1=CC(=NC=C1)NC(CN1CCN(CCC1)C)=O)F